C=CC=CCC=CC=CCCCC=O TRIDECA-1,3,6,8-TETRAEN-13-ON